C(CC)(=O)OCC1CCCO1 TETRAHYDROFURFURYL PROPIONATE